CN(C)CC=1NC2=C(N1)C(=C1C(=C2F)CC(C1)CNCCC1CN(C(O1)=O)C1=NC2=C(OCC(N2)=O)N=C1)F 6-[5-[2-[[2-[(dimethylamino)methyl]-4,8-difluoro-3,5,6,7-tetrahydrocyclopenta[f]benzimidazol-6-yl]methylamino]ethyl]-2-oxo-oxazolidin-3-yl]-4H-pyrazino[2,3-b][1,4]oxazin-3-one